C1(CC1)C1=CC=C2N=C(C(N(C2=C1)C1=CC=C(C=C1)OC(F)F)=O)C=1C=CC2=C(CCO2)C1 7-cyclopropyl-1-(4-(difluoromethoxy)phenyl)-3-(2,3-dihydrobenzofuran-5-yl)-2(1H)-quinoxalinone